tert-butyl 4-(3-hydroxy-4,4-dimethyl-2-oxopyrrolidin-1-yl)piperidine-1-carboxylate OC1C(N(CC1(C)C)C1CCN(CC1)C(=O)OC(C)(C)C)=O